L-sorbofuranose OCC1(O)[C@@H](O)[C@H](O)[C@@H](O1)CO